3-[2-[(3S,5R)-3,5-dimethyl-4-(2-piperazin-1-ylethyl)piperazin-1-yl]-4-pyridyl]-5-nitro-1H-indazole C[C@H]1CN(C[C@H](N1CCN1CCNCC1)C)C1=NC=CC(=C1)C1=NNC2=CC=C(C=C12)[N+](=O)[O-]